tert-butyl 4-chloro-7-((5-(1-(N-morpholinyl) ethyl) pyridin-2-yl) amino)-1-oxoisoindoline-2-carboxylate ClC1=C2CN(C(C2=C(C=C1)NC1=NC=C(C=C1)C(C)N1CCOCC1)=O)C(=O)OC(C)(C)C